FC1=CC=C2C(CN(C2=C1)C(=O)N1[C@H](C[C@](CC1)(C(=O)N[C@@H]1[C@H](C[C@H](CC1)C(=O)OCC)C)C1=CC=C(C=C1)F)C)C1CCC(CC1)OC(C)C ethyl (1S,3S,4S)-4-((2S,4S)-1-(6-fluoro-3-((1r,4S)-4-isopropoxycyclohexyl)indoline-1-carbonyl)-4-(4-fluorophenyl)-2-methylpiperidine-4-carboxamido)-3-methylcyclohexane-1-carboxylate